4-amino-N-((3R)-6-chloro-2,3-dihydro-1-benzofuran-3-yl)-7-fluoro-N-methyl-1,3-dihydrofuro[3,4-c]quinoline-8-carboxamide NC1=NC=2C=C(C(=CC2C2=C1COC2)C(=O)N(C)[C@H]2COC1=C2C=CC(=C1)Cl)F